N,N'-Di-t-butoxycarbonyl-histidine C(C)(C)(C)OC(=O)N[C@@H](CC1=CN(C=N1)C(=O)OC(C)(C)C)C(=O)O